1-(cyclopropylmethyl)quinoxalinone C1(CC1)CN1C(C=NC2=CC=CC=C12)=O